C(C1=CC=CC=C1)N1C(CCC1C)=O 1-benzyl-5-methylpyrrolidin-2-one